(R)-4-chloro-N-(piperidin-3-yl)-5,6,7,8-tetrahydro-5,8-ethanophthalazin-1-amine ClC1=NN=C(C=2C3CCC(C12)CC3)N[C@H]3CNCCC3